(2,5-dichloropyrimidin-4-yl)quinazoline ClC1=NC=C(C(=N1)C1=NC2=CC=CC=C2C=N1)Cl